3-[1-[2-fluoro-4-(trifluoromethoxy)phenyl]-4-iodo-pyrazolo[3,4-b]pyridin-3-yl]azetidine-1-carboxylic acid tert-butyl ester C(C)(C)(C)OC(=O)N1CC(C1)C1=NN(C2=NC=CC(=C21)I)C2=C(C=C(C=C2)OC(F)(F)F)F